5-[7-[(6-aminopyrimidin-4-yl)amino]-3-methyl-imidazo[4,5-b]pyridin-5-yl]oxy-4-methyl-pyridine-2-carbonitrile NC1=CC(=NC=N1)NC1=C2C(=NC(=C1)OC=1C(=CC(=NC1)C#N)C)N(C=N2)C